(R)-2-amino-3-(4-fluorophenyl)propanoic acid N[C@@H](C(=O)O)CC1=CC=C(C=C1)F